2-(4,4-dimethylpiperidin-1-yl)-4-nitrobenzamide CC1(CCN(CC1)C1=C(C(=O)N)C=CC(=C1)[N+](=O)[O-])C